2-(2,4-bis(trifluoromethyl)phenyl)-N-((5-(5-chloropyrimidin-2-yl)oxazol-2-yl)methyl)-N-(4-fluorophenyl)acetamide FC(C1=C(C=CC(=C1)C(F)(F)F)CC(=O)N(C1=CC=C(C=C1)F)CC=1OC(=CN1)C1=NC=C(C=N1)Cl)(F)F